FC=1C=C(C=C2C(=NC(=NC12)C)S)OC 8-fluoro-6-methoxy-2-methylquinazoline-4-thiol